ClC1=CC(=CC=2CN(CCOC21)CC2=NSC(=N2)N)N2C=CC1=CC(=CC=C21)F 3-{[9-chloro-7-(5-fluoroindol-1-yl)-3,5-dihydro-2H-1,4-benzoxazepin-4-yl]methyl}-1,2,4-thiadiazol-5-amine